allyl-propane-1,3-diol C(C=C)C(CCO)O